ClC=1C=C(C=C(C1OC1=CN(C(C=C1)=O)C1=CC=C(C=C1)C)Cl)N1N=C(C(NC1=O)=O)CF 2-(3,5-Dichloro-4-((6-oxo-1-(p-tolyl)-1,6-dihydropyridin-3-yl)oxy)phenyl)-6-(fluoromethyl)-1,2,4-triazine-3,5(2H,4H)-dione